3-[4-[(5-bromo-2-chlorophenyl)methyl]phenoxy]tetrahydrofuran BrC=1C=CC(=C(C1)CC1=CC=C(OC2COCC2)C=C1)Cl